3,4-diphenylbenzo[g]isoquinolin-1(2H)-one C1(=CC=CC=C1)C=1NC(C2=CC3=C(C=C2C1C1=CC=CC=C1)C=CC=C3)=O